1-[1-(3-methyl-4-hydroxyphenyl)isopropyl]-4-[1,1-bis(3-methyl-4-hydroxyphenyl)ethyl]benzene CC=1C=C(C=CC1O)C(C)(C)C1=CC=C(C=C1)C(C)(C1=CC(=C(C=C1)O)C)C1=CC(=C(C=C1)O)C